6-chloro-8-(3,3-dimethylpyrrolidin-1-yl)imidazo[1,2-b]pyridazine ClC=1C=C(C=2N(N1)C=CN2)N2CC(CC2)(C)C